C(C=[Se])C1(C([Se]1)(C(=O)O)N)S selenomethyl-selenocysteine